C(C)(=O)N1CCC(CC1)C1=NN(C2=CC=CC=C12)CC(=O)NCC(=O)NCC(=O)O (2-{2-[3-(1-acetylpiperidin-4-yl)indazol-1-yl]acetamido}acetamido)acetic acid